O(C1[C@H](O)[C@@H](O)[C@H](O)[C@H](O1)C(=O)O)C1[C@H](O)[C@@H](OC2[C@H](O)[C@H](O)[C@@H](O)[C@@H](O2)C)[C@@H](O)[C@H](O1)CO rhamnopyranosyl-(1->3)-[D-galactopyranosyl-(1->2)] D-glucopyranosiduronic acid